C12(CNCC(C1)C2)C(C)=O 1-(3-Azabicyclo[3.1.1]heptan-1-yl)ethanone